C(N)(=O)C1=C(C(=CC(=C1)Cl)C)NC(=O)C=1N(N=C(C1)CC#N)C1=NC=CC=C1Cl N-(2-carbamoyl-4-chloro-6-methyl-phenyl)-2-(3-chloro-2-pyridinyl)-5-(cyanomethyl)pyrazole-3-carboxamide